tert-butyl (4-(5-bromopyridin-3-yl)phenyl)carbamate BrC=1C=C(C=NC1)C1=CC=C(C=C1)NC(OC(C)(C)C)=O